((2R,3S,4R,5R)-5-(4-aminopyrrolo[2,1-f][1,2,4]triazin-7-yl)-5-cyano-3,4-dihydroxytetrahydrofuran-2-yl)methyl cyclooctyl carbonate C(OC[C@H]1O[C@@]([C@@H]([C@@H]1O)O)(C#N)C1=CC=C2C(=NC=NN21)N)(OC2CCCCCCC2)=O